CC(C)(CCN)N 1-dimethylpropane-1,3-diamine